N1=C(C=CC=C1)CN(CC1=NC=CC=C1)CC1=NC=C(C(=O)NCCSC(CC2=C(C(=O)O)C=CC=C2)B(O)O)C=C1 (2-((2-(6-((bis(pyridin-2-ylmethyl)amino)methyl)nicotinamido)ethyl)thio)-2-boronoethyl)benzoic Acid